1-(3-((5-cyclopropyl-2-((3-methyl-1-(1-methylpyrrolidin-3-yl)-1H-pyrazol-4-yl)amino)pyrimidin-4-yl)amino)propyl)-3-methyl-1,3-diazepan-2-one C1(CC1)C=1C(=NC(=NC1)NC=1C(=NN(C1)C1CN(CC1)C)C)NCCCN1C(N(CCCC1)C)=O